C(C)(C)(C)OC(=O)N1C[C@@H](CCC1)N1C(NCCC1)=O (R)-3-(2-oxotetrahydropyrimidine-1(2H)-yl)piperidine-1-carboxylic acid tert-butyl ester